(4S)-2-(2,3-dihydrobenzo[b][1,4]dioxin-2-yl-6,7-d2)-4,5-dihydro-1H-imidazole-4-d O1C2=C(OCC1C=1NC[C@@H](N1)[2H])C=C(C(=C2)[2H])[2H]